1-(4-(4,4,5,5-tetramethyl-1,3,2-dioxaborolan-2-yl)-1,2,3,6-tetrahydropyridine-1-carbonyl)-2-(trifluoromethyl)cyclopropane-1-carbonitrile CC1(OB(OC1(C)C)C=1CCN(CC1)C(=O)C1(C(C1)C(F)(F)F)C#N)C